N-((S)-1-(((S)-1-amino-3-((R)-5,5-dimethyl-2-oxopyrrolidin-3-yl)-1-oxopropan-2-yl)amino)-4,4-dimethyl-1-oxopentan-2-yl)-4-methoxy-1H-indole-2-carboxamide NC([C@H](C[C@H]1C(NC(C1)(C)C)=O)NC([C@H](CC(C)(C)C)NC(=O)C=1NC2=CC=CC(=C2C1)OC)=O)=O